CC(C)(C)OCCC=O 3-[(2-methylpropan-2-yl)oxy]-1-oxopropan